tert-butyl 2,8-dimethyl-1,2,3,4,4a,9b-hexahydro-5H-pyrido[4,3-b]indole-5-carboxylate CN1CC2C(N(C=3C=CC(=CC23)C)C(=O)OC(C)(C)C)CC1